3-(3-(3-chloro-1H-pyrrolo[2,3-b]pyridin-5-yl)phenyl)-N-(4-methyl-3-(trifluoromethyl)phenyl)acrylamide ClC1=CNC2=NC=C(C=C21)C=2C=C(C=CC2)C=CC(=O)NC2=CC(=C(C=C2)C)C(F)(F)F